COC=1C(=NC=C(N1)B1OC(C(O1)(C)C)(C)C)NC=1SC2=C(N1)C=CC=C2 N-(3-methoxy-5-(4,4,5,5-tetramethyl-1,3,2-dioxaborolan-2-yl)pyrazin-2-yl)benzo[d]thiazol-2-amine